[N-](S(=O)(=O)C(F)(F)F)S(=O)(=O)C(F)(F)F.C(C)[P+](C)(CC)CC triethyl-(methyl)phosphorus bis(trifluoromethanesulfonyl)imide salt